Sulfosuccinimidyl-sodium oleate C(CCCCCCC\C=C/CCCCCCCC)(=O)O.S(=O)(=O)(O)C1C(=O)N(C(C1)=O)[Na]